C(CC)N1NN(C(=C1CCC)N1N=NC(C(C1=O)=O)=O)CCC 1,3,5-tripropyltriazolyl-triazinetrione